7-oxo-9-oxa-2,6-diazaspiro[4.5]decan-2-ium chloride [Cl-].O=C1NC2(CC[NH2+]C2)COC1